C(C1=CC=CC=C1)NC1=C2N=CN(C2=NC(=N1)C=1C=NC=C(C1)C(F)(F)F)[C@H]1[C@@H]([C@@H]([C@H](O1)C(=O)NC([2H])([2H])[2H])O)O (2S,3S,4R,5R)-5-(6-(benzylamino)-2-(5-(trifluoromethyl)pyridin-3-yl)-9H-purin-9-yl)-3,4-Dihydroxy-N-(methyl-d3)-tetrahydrofuran-2-carboxamide